(R)-3-((5-chloro-2-((2-(difluoromethoxy)-4-(4-(hexahydropyrrolo[1,2-a]pyrazin-2(1H)-yl)piperidin-1-yl)phenyl)amino)pyrimidin-4-yl)amino)thiophene-2-carboxamide ClC=1C(=NC(=NC1)NC1=C(C=C(C=C1)N1CCC(CC1)N1C[C@@H]2N(CC1)CCC2)OC(F)F)NC2=C(SC=C2)C(=O)N